N-(2-chloro-4-(trifluoromethyl)phenyl)-2-(2-(cyclohept-1-en-1-yl)-5-ethyl-6-(4-(2-hydroxybenzoyl)piperazin-1-yl)-7-oxo-[1,2,4]triazolo[1,5-a]pyrimidin-4(7H)-yl)acetamide ClC1=C(C=CC(=C1)C(F)(F)F)NC(CN1C=2N(C(C(=C1CC)N1CCN(CC1)C(C1=C(C=CC=C1)O)=O)=O)N=C(N2)C2=CCCCCC2)=O